O=C1NC(CCC1N1C(C2=CC=CC(=C2C1=O)NCCOCCOCCOCCOCCOCCC(=O)N(C)CCOC1=CC=C(C=C1)\C(=C(\CC)/C1=CC=CC=C1)\C1=CC=C(C=C1)O)=O)=O (Z)-1-((2-(2,6-dioxopiperidin-3-yl)-1,3-dioxoisoindolin-4-yl)amino)-N-(2-(4-(1-(4-hydroxyphenyl)-2-phenylbut-1-en-1-yl)phenoxy)ethyl)-N-methyl-3,6,9,12,15-pentaoxaoctadecan-18-amide